trans-2-(4-aminocyclohexyl)acetic acid ethyl ester hydrochloride Cl.C(C)OC(C[C@@H]1CC[C@H](CC1)N)=O